5-chloro-3-((5-(5-(difluoromethyl)-1,3,4-oxadiazole-2-yl)pyridine-2-yl)methyl)-1-(1-(oxetan-3-yl)piperidine-4-yl)-1,3-dihydro-2H-benzo[d]imidazole-2-one ClC1=CC2=C(N(C(N2CC2=NC=C(C=C2)C=2OC(=NN2)C(F)F)=O)C2CCN(CC2)C2COC2)C=C1